4-((5aR,6S,7S,8R,8aS)-7-((Dimethylamino)methyl)-8,8a-dihydroxy-1,3-dimethoxy-6-phenyl-6,7,8,8a-tetrahydro-5aH-cyclopenta[4,5]furo[3,2-c]pyridin-5a-yl)benzonitrile CN(C)C[C@@H]1[C@H]([C@]2([C@](C=3C(=NC(=CC3O2)OC)OC)([C@@H]1O)O)C1=CC=C(C#N)C=C1)C1=CC=CC=C1